ethyl 2-(2-((tert-butylsulfinyl) amino)-5-phenylpentyl)-6-methoxynicotinate C(C)(C)(C)S(=O)NC(CC1=C(C(=O)OCC)C=CC(=N1)OC)CCCC1=CC=CC=C1